C(C)(C)(C)C=1C=C(C=C(C1O)C(C)(C)C)NC=1N(N=NC1SCCCCCCCCCCCCCCCCCC)SCCCCCCCCCCCCCCCCCC 3,5-di-tert-butyl-4-hydroxyphenyl-3,5-distearylthiotriazolylamine